N1C=NC(=C1)C#CCN1C(C2=CC=CC=C2C1CC1=C(C=NN1C)Cl)=O 2-(3-(1H-imidazol-4-yl)prop-2-yn-1-yl)-3-((4-chloro-1-methyl-1H-pyrazol-5-yl)methyl)isoindolin-1-one